NCCCC(=O)N(CCCC)CCCC 4-amino-N,N-dibutylbutanamide